methyl 1-(2,4-difluoro-5-((6-(4-phenyl-4H-1,2,4-triazol-3-yl) pyridin-2-yl) carbamoyl) phenyl)-1H-imidazole-5-carboxylate FC1=C(C=C(C(=C1)F)C(NC1=NC(=CC=C1)C1=NN=CN1C1=CC=CC=C1)=O)N1C=NC=C1C(=O)OC